5-[4-(6-cyclopentylsulfanyl-2-pyridinyl)phenyl]pentanoic acid C1(CCCC1)SC1=CC=CC(=N1)C1=CC=C(C=C1)CCCCC(=O)O